COC1(CCN(CC1)C1=C(C(NC2=CN=C(C=C12)C)=O)C#N)C 4-(4-methoxy-4-methylpiperidin-1-yl)-6-methyl-2-oxo-1,2-dihydro-1,7-naphthyridine-3-carbonitrile